BrC1=C(CN2C=CC3=CC=CC=C23)C=CC=C1 1-(2-bromobenzyl)-1H-indole